N-(6-chloro-2,4-dioxo-1-(prop-2-yn-1-yl)-3-propyl-1,2,3,4-tetrahydropyrimidin-5-yl)-3-(p-tolyl)propenamide ClC1=C(C(N(C(N1CC#C)=O)CCC)=O)NC(C=CC1=CC=C(C=C1)C)=O